t-butyliminotris(t-butylamino)tantalum C(C)(C)(C)N=[Ta](NC(C)(C)C)(NC(C)(C)C)NC(C)(C)C